C(C)[C@@]1(C2=C(NC=3N=CC=CC13)CC(C=C2)(C)C)C2=CC(=CC=C2)O (S)-5-ethyl-5-(3-hydroxyphenyl)-8,8-dimethyl-5,8,9,10-tetrahydrobenzo[b][1,8]naphthyridin